FC1=CC(=CC2=C1N(C(=N2)C2=CC=C(C=C2)S(=O)(=O)C)C)C2CCN(CC2)C2CC1CCC(C2)N1C1CCOCC1 7-Fluoro-1-methyl-2-(4-(methylsulfonyl)phenyl)-5-(1-(8-(tetrahydro-2H-pyran-4-yl)-8-azabicyclo[3.2.1]octan-3-yl)piperidin-4-yl)-1H-benzo[d]imidazol